4-[(1S)-1-[[(2R)-3-methyl-2-[[4-(trifluoromethyl)phenyl]methoxy]butanoyl]amino]ethyl]benzoic acid CC([C@H](C(=O)N[C@@H](C)C1=CC=C(C(=O)O)C=C1)OCC1=CC=C(C=C1)C(F)(F)F)C